C1(=CC(=C(C(=C1)O)O)O)C1=CC(=C(C(=C1)O)O)O [1,1'-biphenyl]-3,3',4,4',5,5'-hexol